O1CC(CCC1)N1N=CC=2C1=NC(=NC2)C(=O)N 1-tetrahydropyran-3-yl-pyrazolo[3,4-d]Pyrimidine-6-carboxamide